NC1=C(C(=NN1CC(F)(F)F)C1=C(C=C(C=C1)CNC(C1=C(C=CC=C1)OC)=O)F)C(=O)N 5-amino-3-[2-fluoro-4-[[(2-methoxybenzoyl)amino]methyl]phenyl]-1-(2,2,2-trifluoroethyl)pyrazole-4-carboxamide